3-[5,7-difluoro-2-(4-fluorophenyl)-1H-indol-3-yl]-2,2-difluoro-propan-1-amine FC=1C=C2C(=C(NC2=C(C1)F)C1=CC=C(C=C1)F)CC(CN)(F)F